[Co](Cl)Cl.C1(=CC=CC=C1)P(CCP(C1=CC=CC=C1)C1=CC=CC=C1)C1=CC=CC=C1 [1,2-bis-diphenylphosphinoethane] cobalt dichloride